C(C)OC1=NC=CC=C1C=1C=C(C2=C(N1)N(N=C2C(C)C)C)NCC=2C=NN(C2)C 6-(2-ethoxy-3-pyridyl)-3-isopropyl-1-methyl-N-[(1-methylpyrazol-4-yl)methyl]pyrazolo[3,4-b]pyridin-4-amine